C(C)[N+]1([C@H](CC[C@H](C1)C)C)CC N,N-diethyl-2,5-cis-dimethylpiperidinium